C1CCCC2=CCC3C4CCCC4CCC3C12 2,3,4,7,8,9,10,11,12,13,14,15,16,17-tetradecahydro-1H-cyclopenta[a]phenanthren